C1(CC1)C1=NN(C(=C1)C1=C(C(=C(C=C1)O)N1S(NC(C1)=O)(=O)=O)F)C(=O)OC methyl 3-cyclopropyl-5-(3-(1,1-dioxido-4-oxo-1,2,5-thiadiazolidin-2-yl)-2-fluoro-4-hydroxyphenyl)-1H-pyrazole-1-carboxylate